ClC1=CC(=C(C=C1)C1(OC2=C(C=CC=C2C(C1)O)C1CCNCC1)C)F 2-(4-chloro-2-fluorophenyl)-2-methyl-8-(piperidin-4-yl)chroman-4-ol